C(C1=CC=CC=C1)SC1=CC2=C(C=CS2)C=C1Br 6-benzylsulfanyl-5-bromo-benzothiophene